(E)-1-(2-(cyclopentylamino)4-(trifluoromethyl)thiazol-5-yl)-3-(dimethylamino)-2-fluoroprop-2-en-1-one C1(CCCC1)NC=1SC(=C(N1)C(F)(F)F)C(/C(=C\N(C)C)/F)=O